O5-(2-hexyldecyl) O1-[2-[1-(2-sulfanylethyl)-4-piperidyl] ethyl] glutarate C(CCCC(=O)OCC(CCCCCCCC)CCCCCC)(=O)OCCC1CCN(CC1)CCS